C(CCCCCCCC)C1(N=C(SC1)C=1SC=CN1)CCCCCCCCC 4,4-dinonyl-2,2'-bithiazole